tert-butyl rac-(3aR,7aR)-1-[6-chloro-4-(difluoromethyl)pyridazin-3-yl]-3,3a,4,5,7,7a-hexahydro-2H-pyrrolo[2,3-c]pyridine-6-carboxylate ClC1=CC(=C(N=N1)N1CC[C@H]2[C@@H]1CN(CC2)C(=O)OC(C)(C)C)C(F)F |r|